bis(triphenylphosphine) europium [Eu].C1(=CC=CC=C1)P(C1=CC=CC=C1)C1=CC=CC=C1.C1(=CC=CC=C1)P(C1=CC=CC=C1)C1=CC=CC=C1